N-(2-(pyridin-4-yl)-1H-pyrrolo[3,2-c]pyridin-6-yl)-1-(tetrahydro-2H-pyran-4-yl)-1H-pyrazole-4-carboxamide N1=CC=C(C=C1)C1=CC=2C=NC(=CC2N1)NC(=O)C=1C=NN(C1)C1CCOCC1